Methyl 2-(4-(5-chloro-2-(1H-tetrazol-1-yl) phenyl)-5-methoxy-2-oxopyridin-1(2H)-yl)-3-phenylpropionate ClC=1C=CC(=C(C1)C1=CC(N(C=C1OC)C(C(=O)OC)CC1=CC=CC=C1)=O)N1N=NN=C1